1-hexadecanoyl-2-eicosanoyl-glycero-3-phospho-(1'-sn-glycerol) CCCCCCCCCCCCCCCCCCCC(=O)O[C@H](COC(=O)CCCCCCCCCCCCCCC)COP(=O)(O)OC[C@H](CO)O